pyrrolo[3,4-d]pyrimidin-4-amin N1C=NC(=C2C1=CN=C2)N